B([O-])(O)O.BrC1=C(C(C(=O)O)=CC=C1)OF.[Na+] Sodium Bromofluorosalicylate Borate